ClC=1C(=NC=C(C(=O)OC)C1)I methyl 5-chloro-6-iodonicotinate